C(CCCCCCCC)OCN1CN(C=C1)C 1-(1-nonanyloxymethyl)-3-methylimidazole